N-(3-(8-((2S,3aR,6aR)-3a-fluoro-5-methyloctahydropyrrolo[3,4-b]pyrrol-2-yl)-3-(2,2,2-trifluoroethyl)imidazo[1,2-a]pyridin-2-yl)prop-2-yn-1-yl)-2-methoxy-4-(methylsulfonyl)aniline F[C@]12[C@H](N[C@@H](C1)C=1C=3N(C=CC1)C(=C(N3)C#CCNC3=C(C=C(C=C3)S(=O)(=O)C)OC)CC(F)(F)F)CN(C2)C